CC(C(=O)SCCNC(CCNC([C@@H](C(COP(OP(OC[C@@H]1[C@H]([C@H]([C@@H](O1)N1C=NC=2C(N)=NC=NC12)O)OP(=O)(O)O)(=O)O)(=O)O)(C)C)O)=O)=O)CC α-methylbutyryl-CoA